(R)-2-((3'-ethoxy-5-hydroxy-4'-(7-oxo-6,7-dihydro-3H-[1,2,3]triazolo[4,5-d]pyrimidin-5-yl)-[1,1'-biphenyl]-3-yl)oxy)butanoic acid C(C)OC=1C=C(C=CC1C=1NC(C2=C(N1)NN=N2)=O)C2=CC(=CC(=C2)O)O[C@@H](C(=O)O)CC